4-cyano-2-((1R,3R,5S)-3-((5-cyclopropyl-3-(2-fluorophenyl)isoxazol-4-yl)methoxy)-8-azabicyclo[3.2.1]oct-8-yl)benzo[d]thiazole-6-carboxylic acid C(#N)C1=CC(=CC2=C1N=C(S2)N2[C@H]1CC(C[C@@H]2CC1)OCC=1C(=NOC1C1CC1)C1=C(C=CC=C1)F)C(=O)O